2-phenyl-2-{[6-{[1-(propan-2-yl)-1H-pyrazolo[4,3-c]pyridin-6-yl]amino}-2-(pyrrolidin-1-yl)pyrimidin-4-yl]amino}ethanol C1(=CC=CC=C1)C(CO)NC1=NC(=NC(=C1)NC1=CC2=C(C=N1)C=NN2C(C)C)N2CCCC2